C(C)S(=O)(=O)C1=C(C=CC=C1)C(=O)N1CCN(CC1)C=1SC2=C(N1)C=CC(=C2)F (2-ethylsulfonylphenyl)-[4-(6-fluoro-1,3-benzothiazol-2-yl)piperazin-1-yl]methanone